2-{[(1-{6-[(4-cyano-2-fluorophenyl)methoxy]pyridin-2-yl}piperidin-4-yl)oxy]methyl}-3-[(2S)-oxetan-2-ylmethyl]-1,3-benzodiazole-5-carboxylic acid C(#N)C1=CC(=C(C=C1)COC1=CC=CC(=N1)N1CCC(CC1)OCC=1N(C2=C(N1)C=CC(=C2)C(=O)O)C[C@H]2OCC2)F